NC1=C(C=CC(=C1)C)NC(=O)N1C=CC2=C1N=CN=C2N(C)[C@H]2CN(CC[C@H]2C)C(CC#N)=O N-(2-amino-4-methylphenyl)-4-(((3R,4R)-1-(2-cyanoacetyl)-4-methylpiperidin-3-yl)(methyl)amino)-7H-pyrrolo[2,3-d]pyrimidine-7-carboxamide